C1(=CC=C(C=C1)S(=O)(=O)O)C para-tolyl-sulfonic acid